ClC1=C(C=CC=C1)CN1N=C(C=C1C1=CN=C(O1)OC(C)C)COC(C(=O)O)(C)C 2-([1-[(2-Chlorophenyl)methyl]-5-[2-(propan-2-yloxy)-1,3-oxazol-5-yl]-1H-pyrazol-3-yl]methoxy)-2-methylpropanoic acid